Ethyl 4-[6-(2-chloro-5-methoxy-phenyl)-2,4-dioxo-1H-thieno[3,2-d]pyrimidin-3-yl]-3-methyl-thieno[2,3-c]pyridine-2-carboxylate ClC1=C(C=C(C=C1)OC)C1=CC=2NC(N(C(C2S1)=O)C1=C2C(=CN=C1)SC(=C2C)C(=O)OCC)=O